2,2,3,3,3-pentafluoropropionyl fluoride FC(C(=O)F)(C(F)(F)F)F